4-(2-acryloyl-2,6-diazaspiro[3.4]octan-6-yl)-6-(3-amino-5-methyl-1H-indazol-4-yl)-2-(pyridin-2-ylmethoxy)pyrimidine-5-carbonitrile C(C=C)(=O)N1CC2(C1)CN(CC2)C2=NC(=NC(=C2C#N)C2=C1C(=NNC1=CC=C2C)N)OCC2=NC=CC=C2